tert-butyl 5-(1-hydroxycyclobutyl)indoline-1-carboxylate OC1(CCC1)C=1C=C2CCN(C2=CC1)C(=O)OC(C)(C)C